C1=C[C@@](OC1=O)(CC(=O)[O-])Cl The molecule is a (2-chloro-5-oxo-2,5-dihydro-2-furyl)acetate obtained by deprotonation of the carboxy group of (R)-(2-chloro-5-oxo-2,5-dihydro-2-furyl)acetic acid; major species at pH 7.3. It has a role as a bacterial metabolite. It is a conjugate base of a (R)-(2-chloro-5-oxo-2,5-dihydro-2-furyl)acetic acid.